C(C)(C)(C)C1=NN=C2N1C(C1=C(N2CC(=O)O)C=C(C=N1)N1CCOCC1)=O [3-tert-butyl-8-(morpholin-4-yl)-5-oxopyrido[3,2-d][1,2,4]triazolo[4,3-a]pyrimidin-10(5H)-yl]acetic acid